[1,3]dioxolen-5-amine O1COC=C1N